FC1=C(C(=CC=C1)OC)C1=C(C=NC(=C1)C)C(=O)NC=1SC(=NN1)OCC1CCC(CC1)O 4-(2-fluoro-6-methoxyphenyl)-6-methyl-N-(5-(((1s,4s)-4-hydroxycyclohexyl)methoxy)-1,3,4-thiadiazol-2-yl)pyridine-3-carboxamide